FC1=CC=C(C=C1)[C@H]1[C@@H](CN(C1)CCOC)NC(=O)NC1=C(C(=NN1C1=CC=CC=C1)CCO)C 1-((3s,4r)-4-(4-fluorophenyl)-1-(2-methoxyethyl)pyrrolidin-3-yl)-3-(3-(2-hydroxyethyl)-4-methyl-1-phenyl-1H-pyrazol-5-yl)urea